CC1(C2=CC=CC=C2N(C1=O)CC[NH+]3CCC(CC3)C(=O)C4=CC=C(C=C4)F)C The molecule is an ammonium ion resulting from the protonation of the piperidinyl nitrogen of LY-310762. It is a conjugate acid of a LY-310762.